5-dihydroxyboryl-2-[(6-chloro-3-morpholinosulfonyl-4-quinolinyl)amino]benzoic acid OB(C=1C=CC(=C(C(=O)O)C1)NC1=C(C=NC2=CC=C(C=C12)Cl)S(=O)(=O)N1CCOCC1)O